1-(1H-Pyrazol-4-ylmethyl)-3-[4-(toluene-4-sulfonyl)-phenyl]-urea N1N=CC(=C1)CNC(=O)NC1=CC=C(C=C1)S(=O)(=O)C1=CC=C(C)C=C1